CC(C)(CCCC(C)C)C 2,2,6-trimethylheptane